3-(4-amino-1,2,5-oxadiazol-3-yl)-4-(3-chlorobenzyl)-1,2,4-oxadiazol-5(4H)-one NC=1C(=NON1)C1=NOC(N1CC1=CC(=CC=C1)Cl)=O